N-(3-(3-(9H-purin-6-yl)pyridin-2-ylamino)-4-methylphenyl)-5-(2-hydroxyethoxy)-4-(trifluoromethyl)picolinamide N1=CN=C2NC=NC2=C1C=1C(=NC=CC1)NC=1C=C(C=CC1C)NC(C1=NC=C(C(=C1)C(F)(F)F)OCCO)=O